C1(=CC=CC=C1)P(C=1C=C(C(=O)O)C=CC1C(=O)OC)C1=CC=CC=C1 3-(diphenylphosphino)-4-(methoxycarbonyl)benzoic acid